C[C@]12CC[C@H]3[C@H]([C@@H]1CCC2=O)CCC4=CC(=C(C=C34)OC)O[C@H]5[C@@H]([C@H]([C@@H]([C@H](O5)C(=O)O)O)O)O The molecule is a steroid glucosiduronic acid that is 2-methoxyestrone having a single beta-D-glucuronic acid residue attached at position 3. It has a role as a mouse metabolite. It is a 17-oxo steroid, a beta-D-glucosiduronic acid, an aromatic ether and a steroid glucosiduronic acid. It derives from a 2-methoxyestrone. It is a conjugate acid of a 2-methoxyestrone 3-O-(beta-D-glucuronide)(1-).